S(=O)(=O)(O)[O-].[Ca+2].S(=O)(=O)(O)[O-] Calcium hydrogensulfat